N-(2-(4-Cyanothiazolidin-3-yl)-2-oxoethyl)-6-(4-fluorotetrahydro-2H-pyran-4-yl)quinoline-4-carboxamide C(#N)C1N(CSC1)C(CNC(=O)C1=CC=NC2=CC=C(C=C12)C1(CCOCC1)F)=O